Methyl (2S)-2-{[(1S,2R,3S,4R)-3-({[dimethyl(2-methyl-2-propanyl)silyl]oxy}methyl)-2-(1-propen-1-yl)-4-(tetrahydro-2H-pyran-2-yloxy)cyclopentyl]oxy}-4-pentenoate C[Si](OC[C@@H]1[C@H]([C@H](C[C@H]1OC1OCCCC1)O[C@H](C(=O)OC)CC=C)C=CC)(C(C)(C)C)C